The molecule is a diamino acid that is alanine in which one of the hydrogens of the methyl group is replaced by an amino group. It has a role as an Escherichia coli metabolite. It is a diamino acid, a beta-amino acid, a non-proteinogenic alpha-amino acid and an alanine derivative. It derives from a propionic acid. It is a conjugate acid of a 3-aminoalaninate. It is a tautomer of a 3-aminoalanine zwitterion. C(C(C(=O)O)N)N